OC=1N=C(C2=C(N1)SC(=N2)C=2C=CC(=C(C#N)C2)OC2=CC=CC=C2)O 5-(5,7-Dihydroxythiazolo[5,4-d]pyrimidine-2-yl)-2-phenoxybenzonitrile